FC=1C(=NC=CC1C1=C(C=2CCC2C=C1)O)OC 3-(3-fluoro-2-methoxypyridin-4-yl)bicyclo[4.2.0]Octa-1(6),2,4-trien-2-ol